(R)-9-((4-(4-(1-((1-(3-cyano-2-methylphenyl) ethyl) amino)-4-methylpyrido[3,4-d]pyridazin-7-yl) piperidin-1-carbonyl) piperidin-1-yl) methyl)-3-azaspiro[5.5]undecane-3-carboxylate C(#N)C=1C(=C(C=CC1)[C@@H](C)NC1=C2C(=C(N=N1)C)C=NC(=C2)C2CCN(CC2)C(=O)C2CCN(CC2)CC2CCC1(CCN(CC1)C(=O)[O-])CC2)C